C(#N)C=1C=C(C=CC1F)NC(=O)C1=C(N(C(=C1C)C(C(N[C@@H]1COCC1)=O)=O)C)C (S)-N-(3-cyano-4-fluorophenyl)-1,2,4-trimethyl-5-(2-oxo-2-((tetrahydrofuran-3-yl)amino)acetyl)-1H-pyrrole-3-carboxamide